tert-Butyl ((R)-1-(2-(1-((R)-3-hydroxy-2-methylpropyl)-1H-indol-2-yl)-7-methoxy-1-methyl-1H-benzo[d]imidazole-5-carbonyl)piperidin-3-yl)carbamate OC[C@@H](CN1C(=CC2=CC=CC=C12)C1=NC2=C(N1C)C(=CC(=C2)C(=O)N2C[C@@H](CCC2)NC(OC(C)(C)C)=O)OC)C